C1(CC1)C1CC2=NC(=C(C(=C2CO1)C=1C(=CC=C2C=NN(C12)C)C)C#N)N1CC2(CN(C2)C(C=C)=O)CC1 7-cyclopropyl-4-(1,6-dimethyl-1H-indazol-7-yl)-2-(2-(2-propenoyl)-2,6-diazaspiro[3.4]octan-6-yl)-7,8-dihydro-5H-pyrano[4,3-b]pyridine-3-carbonitrile